BrC1=CC(=C(C#N)C=C1)C(C(C)O)F 4-bromo-2-(1-fluoro-2-hydroxypropyl)benzonitrile